[3-(hydroxymethyl)-5-methoxyphenyl]-3-(1-{4-[(4-methoxyphenyl)methoxy]butyl}-4-methyl-1H-benzotriazol-5-yl)propionic acid ethyl ester C(C)OC(C(CC1=C(C2=C(N(N=N2)CCCCOCC2=CC=C(C=C2)OC)C=C1)C)C1=CC(=CC(=C1)OC)CO)=O